N1(CCC1)C[C@H](C(=O)OCC1=CC=CC=C1)C (R)-benzyl 3-(azetidin-1-yl)-2-methylpropionate